C1(CC1)S(=O)(=O)N1C2=CC=CC=C2C=2C(CCCC12)=O 9-(Cyclopropylsulfonyl)-1,2,3,9-tetrahydro-4H-carbazol-4-one